CC=1C=C2C(C=C(OC2=C(C1)C(C)NC1=C(C(=O)O)C=CC=C1)N1N=CC=N1)=O 2-[1-[6-methyl-4-oxo-2-(triazol-2-yl)chromen-8-yl]ethylamino]benzoic acid